C(C1=CC=CC=C1)OC(=O)NCCN(C(CCCC(=O)O)=O)CCNC(=O)OCC1=CC=CC=C1 5-(bis(2-(benzyloxycarbonylamino)ethyl)amino)-5-oxopentanoic acid